COC1=C(C=CC=C1)C=1OC=C(N1)C1=CC2=C(N(N=N2)C(C)C)C=C1 5-[2-(2-methoxyphenyl)-1,3-oxazol-4-yl]-1-(propan-2-yl)-1H-1,2,3-benzotriazole